(2S)-tert-Butyl 2-(cyanomethyl)-4-(7-(naphthalen-1-yl)-2-vinyl-6,7-dihydro-5H-pyrano[2,3-d]pyrimidin-4-yl)piperazine-1-carboxylate C(#N)C[C@@H]1N(CCN(C1)C=1C2=C(N=C(N1)C=C)OC(CC2)C2=CC=CC1=CC=CC=C21)C(=O)OC(C)(C)C